ClC=1C(=CC(=C(C(=O)N)C1)OC)C1=C(C(=C(C=C1)C1=CC=C(C=C1)Cl)CC#N)C 5-chloro-4-((4-chlorophenyl)(cyanomethyl)-2-methylphenyl)-2-methoxy-benzamide